ClC=1C=C(C=CC1N1C(C(=CC1)C)=O)C1=C(C(=CC(=C1)F)C1=CC(=NC=C1)N1CCN(CC1)C(=O)OC(C)(C)C)OC tert-butyl 4-(4-(3'-chloro-5-fluoro-2-methoxy-4'-(3-methyl-2-oxo-2,5-dihydro-1H-pyrrol-1-yl)-[1,1'-biphenyl]-3-yl)pyridin-2-yl)piperazine-1-carboxylate